9-hydroxy-4-propyl-1,2,3,4,5,6-hexahydroazepino[4,5-b]indole OC1=CC=2C3=C(NC2C=C1)CC(NCC3)CCC